4-[5-(2-aminoethyl)pyrimidin-2-yl]-3-[2-methyl-5-(1,1,2,2,2-pentafluoroethyl)pyrazol-3-yl]oxybenzonitrile NCCC=1C=NC(=NC1)C1=C(C=C(C#N)C=C1)OC=1N(N=C(C1)C(C(F)(F)F)(F)F)C